imidazo[4,5-d]thieno[3,2-b]pyridine N1=CN=C2C1=C1C(N=C2)=CCS1